1-(4-methoxybenzyl)-6-methyl-1H-pyrazolo[3,4-b]pyridin-4-yl triflate O(S(=O)(=O)C(F)(F)F)C1=C2C(=NC(=C1)C)N(N=C2)CC2=CC=C(C=C2)OC